C1(CCCCC1)CCC(=O)OC(CSCCCCCC(CCCCCSCC(CCCC)OC(CCC1CCCCC1)=O)O)CCCC ((6-hydroxyundecane-1,11-diyl)bis-(sulfanediyl))bis(hexane-1,2-diyl) bis(3-cyclohexyl-propanoate)